C(C1=CC=CC=C1)N1CC2CN(CC(C1)N2CC2=CC=CC=C2)CC2=CC=CC=C2 3,7,9-tribenzyl-3,7,9-triazabicyclo[3.3.1]nonane